C[C@@H]1CN(C[C@@H](N1)C)C=1C=C(C=2N(C(C=C(N2)C2=NN3C(C(=NC(=C3)C)C)=C2)=O)C1)C 7-[(3R,5S)-3,5-dimethylpiperazin-1-yl]-2-(4,6-dimethylpyrazolo[1,5-a]pyrazin-2-yl)-9-methyl-4H-pyrido[1,2-a]pyrimidin-4-one